CC1CCC2C(C3C(=C(CC12C3)C(C)=O)C)(C)C 1-(2,3,4,7,8,8a-hexa-hydro-3,6,8,8-tetramethyl-1H-3a,7-methano-azulen-5-yl)ethan-1-on